C(C)(C)N1N=C(C=2C1=NC=NC2N)C=2C=NC1=CC=CC=C1C2 1-isopropyl-3-(quinolin-3-yl)-1H-pyrazolo[3,4-d]pyrimidin-4-amine